2-(2,5-dihydrofuran-3-yl)-5-methylaniline O1CC(=CC1)C1=C(N)C=C(C=C1)C